CC1CCCC=2N1C(=CN2)C(=O)O 5-methyl-5,6,7,8-tetrahydroimidazo[1,2-a]pyridine-3-carboxylic acid